C(#N)C1(CC(SC1)C(=O)O)C(=S)SCCCCCCCCCCCC 4-cyano-4-(dodecylsulfanylthiocarbonyl)thiolanoic acid